C(C1=CC=CC=C1)N1C(C(N(CCC1)C(=O)OC(C)(C)C)C1=CC=C(C=C1)C(=O)OC)=O tert-butyl 4-benzyl-2-(4-(methoxycarbonyl)phenyl)-3-oxo-1,4-diazepane-1-carboxylate